2-(2-(methylthio)phenyl)pyridine CSC1=C(C=CC=C1)C1=NC=CC=C1